C(#N)C=1C=NC2=CC(=C(C=C2C1NC1=CC(=CC=C1)C#C)NC(CC)=O)OCC 3-cyano-6-methylacetamido-7-ethoxy-4-(3-ethynylanilino)quinoline